FC(C1=NC=C(C(=C1)C1=C(C=NC(=C1)C=1OC(=NN1)C)C(=O)O)OC)F 2'-(difluoromethyl)-5'-methoxy-6-(5-methyl-1,3,4-oxadiazol-2-yl)-[4,4'-bipyridine]-3-carboxylic acid